FC1=C(O[C@H]2C[C@@H](NC2)C(=O)NC)C=CC(=C1)I (2R,4S)-4-(2-fluoro-4-iodophenoxy)-N-methylpyrrolidine-2-carboxamide